4-(bromomethyl)-2-chloro-3-fluoropyridine BrCC1=C(C(=NC=C1)Cl)F